(R)-6-Chloro-4,5-dimethyl-N-(1-methylpiperidin-3-yl)pyridazin-3-amine ClC1=C(C(=C(N=N1)N[C@H]1CN(CCC1)C)C)C